CC=1C(=CC2=C(C=C(O2)CNC)C1)C(=O)NC1(CC1)C1=CC=CC2=CC=CC=C12 5-Methyl-2-((methylamino)methyl)-N-(1-(naphthalen-1-yl)cyclopropyl)benzofuran-6-carboxamide